ClC=1C=C(C=CC1)C=1NC(=C(C1)C(=O)NCC)C1=CC=CC=C1 (3-chlorophenyl)-N-ethyl-5-phenylAzole-4-carboxamide